5-(2,6-difluorobenzyl)-3-((isoquinoline-1-carboxamido)methyl)-4,5-dihydroisoxazole FC1=C(CC2CC(=NO2)CNC(=O)C2=NC=CC3=CC=CC=C23)C(=CC=C1)F